(S)-3-((5-((1-methoxy-5,5-dimethyl-1-oxohexan-2-yl)carbamoyl)pyridin-2-yl)oxy)benzoic acid COC([C@H](CCC(C)(C)C)NC(=O)C=1C=CC(=NC1)OC=1C=C(C(=O)O)C=CC1)=O